(2S,3R,4S,5S)-4-[[3-(3,4-difluoro-2-methoxy-phenyl)-4-ethyl-5-methyl-5-(trifluoromethyl)tetrahydrofuran-2-carbonyl]amino]pyridine-2-carboxamide FC=1C(=C(C=CC1F)[C@@H]1[C@H](O[C@@]([C@H]1CC)(C(F)(F)F)C)C(=O)NC1=CC(=NC=C1)C(=O)N)OC